2,3-dichloro-5-((5-fluoropyridin-2-yl)oxy)pyridine tert-butyl-(2S)-2-({1-cyano-2-[6-(3-methyl-2-oxo-1,3-benzoxazol-5-yl)naphthalen-2-yl]ethyl}carbamoyl)-1,4-oxazepane-4-carboxylate C(C)(C)(C)OC(=O)N1C[C@H](OCCC1)C(NC(CC1=CC2=CC=C(C=C2C=C1)C=1C=CC2=C(N(C(O2)=O)C)C1)C#N)=O.ClC1=NC=C(C=C1Cl)OC1=NC=C(C=C1)F